C(C)(C)(C)C1N(CC1N1CCN(CC1)C1=CC=C2C(=CC=NC2=C1)NC1=C(C=C(C=C1)OCCOC)OC)C(=O)OC[C@]12CCCN2C[C@@H](C1)F ((2R,7aS)-2-fluorotetrahydro-1H-pyrrolizin-7a-yl)methanol tert-butyl-3-(4-(4-((2-methoxy-4-(2-methoxyethoxy)phenyl)amino)quinolin-7-yl)piperazin-1-yl)azetidine-1-carboxylate